ClC=1C(=CC=2N(C1)N=CC2)C2=NNC1=NC(=CN=C12)N1C[C@@H]2[C@]([C@@H]2CC1)(C=1SC=C(N1)C)CN ((1S,6R,7S)-3-(3-(6-chloropyrazolo[1,5-a]pyridin-5-yl)-1H-pyrazolo[3,4-b]pyrazin-6-yl)-7-(4-methylthiazol-2-yl)-3-azabicyclo[4.1.0]heptan-7-yl)methanamine